(cis)-4-(4-bromo-2-oxo-2,3-dihydro-1H-1,3-benzodiazol-1-yl)-N-(5-methyl-1,2-oxazol-3-yl)cyclohexane-1-carboxamide BrC1=CC=CC=2N(C(NC21)=O)[C@H]2CC[C@H](CC2)C(=O)NC2=NOC(=C2)C